C(C)(=O)C=1C(=NC(=CC1)N1C=NC2=C1C=C(C(=C2)Br)OCCOC)N2N=C(C=C2C)C#N 1-[3-acetyl-6-[5-bromo-6-(2-methoxyethoxy)benzimidazol-1-yl]-2-pyridinyl]-5-methyl-pyrazole-3-carbonitrile